3-(4-trifluoromethylphenyl)quinoxalin-2(1H)-one FC(C1=CC=C(C=C1)C=1C(NC2=CC=CC=C2N1)=O)(F)F